4-((2S,4r,6S)-2-cyano-7-((5-cyclopropyl-7-methyl-1H-indol-4-yl)methyl)-7-azaspiro[3.5]nonan-6-yl)-N-(oxetan-3-ylmethyl)benzamide C(#N)C1CC2(C1)C[C@H](N(CC2)CC2=C1C=CNC1=C(C=C2C2CC2)C)C2=CC=C(C(=O)NCC1COC1)C=C2